3-amino-N-[1-(8-cyano-quinoxalin-5-yl)-5,5-difluoro-piperidin-3-yl]-3-methyl-butyramide hydrochloride Cl.NC(CC(=O)NC1CN(CC(C1)(F)F)C1=C2N=CC=NC2=C(C=C1)C#N)(C)C